4-O-β-D-Galactopyranosyl-β-D-glucopyranose C([C@@H]1[C@@H]([C@@H]([C@H]([C@@H](O1)O[C@@H]2[C@H](O[C@H]([C@@H]([C@H]2O)O)O)CO)O)O)O)O